N-[(4S)-7-(3,5-dimethylisoxazol-4-yl)-4-pyridin-2-yl-4,5-dihydroimidazo[1,5,4-de][1,4]benzoxazin-2-yl]ethane-1,2-diamine CC1=NOC(=C1C1=CC=C2C=3N([C@H](COC31)C3=NC=CC=C3)C(=N2)NCCN)C